C1(CCCCC1)C1=NC(=NC2=NC(=C(N=C12)OC)C)C1C[C@@H](OCC1)C=1C=CC(N(C1)C)=O 5-[(2R)-4-(4-cyclohexyl-6-methoxy-7-methyl-pteridin-2-yl)tetrahydropyran-2-yl]-1-methyl-pyridin-2-one